7-((4-(((S)-2-hydroxy-1-phenylethyl)amino)-5-(1,3,4-oxadiazol-2-yl)pyrimidin-2-yl)amino)-1,1a,2,8b,9,9a-hexahydro-4H-cyclopropa[4,5]pyrido[2,1-a]isoindol-4-one OC[C@H](C1=CC=CC=C1)NC1=NC(=NC=C1C=1OC=NN1)NC1=CC=C2C(N3C(C2=C1)CC1C(C3)C1)=O